2-(2-((3R,4R)-3-Amino-4-fluoropiperidin-1-yl)-5,6-difluoro-1H-benzo[d]imidazol-1-yl)-N-(2-fluoroethyl)-N-methylacetamid N[C@@H]1CN(CC[C@H]1F)C1=NC2=C(N1CC(=O)N(C)CCF)C=C(C(=C2)F)F